FC1=CC=C(CNS(=O)(=O)C=2C(=CC(=C(C2)O)O)C2=CC=C(C=C2)C(F)(F)F)C=C1 N-(4-fluorobenzyl)-4,5-dihydroxy-4'-(trifluoromethyl)-[1,1'-biphenyl]-2-sulfonamide